2,3,3,3-Tetrafluoropropen FC(=C)C(F)(F)F